C[C@H]1CN2C(C=3C=NN=C(C31)[C@@](C(F)(F)F)(C)O)=CC(=N2)C23CC(C2)(C3)C#N 3-[(R)-5-methyl-4-((R)-1,1,1-trifluoro-2-hydroxypropan-2-yl)-5,6-dihydropyrazolo[1',5':1,2]pyrido[3,4-d]pyridazin-9-yl]bicyclo[1.1.1]pentane-1-carbonitrile